N-(3-(((7-Bromo-2,3-dihydrofuro[3,2-c]pyridin-4-yl)amino)methyl)phenyl)-2-((dimethylamino)methyl)thiazole-4-carboxamide BrC=1C2=C(C(=NC1)NCC=1C=C(C=CC1)NC(=O)C=1N=C(SC1)CN(C)C)CCO2